C(C1=CC=CC=C1)OC(CCCCC=O)(C(F)(F)F)C1=NN=C(O1)C1=C(C=C(C(=N1)C(=O)OC)C(F)(F)F)NC(=O)OC(C)(C)C methyl 6-[5-[1-benzyloxy-6-oxo-1-(trifluoromethyl)hexyl]-1,3,4-oxadiazol-2-yl]-5-(tert-butoxycarbonylamino)-3-(trifluoromethyl)pyridine-2-carboxylate